(S)-(4-(2-hydroxypropoxy)butyl)carbamic acid tert-butyl ester C(C)(C)(C)OC(NCCCCOC[C@H](C)O)=O